CN1CC(C(CC1)NC(CC1=CNC2=CC(=CC=C12)F)=O)C N-(1,3-dimethylpiperidin-4-yl)-2-(6-fluoro-1H-indol-3-yl)acetamide